OC(COCCCCCCCCCCCC)C 2-hydroxypropyl-dodecyl ether